(R)-N-(1-(1-(4-hydroxybutyl)azetidin-3-yl)ethyl)-5-(4-(trifluoromethyl)phenoxy)-2-naphthamide OCCCCN1CC(C1)[C@@H](C)NC(=O)C1=CC2=CC=CC(=C2C=C1)OC1=CC=C(C=C1)C(F)(F)F